(R)-N8-(3,3-Dimethylbutan-2-yl)-N2-(2-ethoxy-6-methyl-5,6,7,8-tetrahydro-1,6-Naphthyridin-3-yl)pyrido[3,4-d]pyrimidine-2,8-diamine CC([C@@H](C)NC1=NC=CC2=C1N=C(N=C2)NC=2C(=NC=1CCN(CC1C2)C)OCC)(C)C